FC=1C(NC(N(C1)[C@H]1C[C@@H]2OP(OC[C@H]2O1)(=O)OCCC1=C(C=CC=C1F)F)=O)=O 5-Fluoro-1-((4aR,6R,7aS)-2-(2,6-difluorophenethoxy)-2-oxidotetrahydro-4H-furo[3,2-d][1,3,2]dioxaphosphinin-6-yl)pyrimidine-2,4(1H,3H)-dione